CN(N=C)C formaldehyde dimethyl hydrazone